ClC=1C(=C2C=NNC2=C(C1F)F)C=1N=CC=2N(C1)C=C(N2)NC(=O)[C@H]2[C@H](C2)F (1S,2S)-N-(6-(5-chloro-6,7-difluoro-1H-indazol-4-yl)imidazo[1,2-a]pyrazin-2-yl)-2-fluorocyclopropane-1-carboxamide